ethyl-trioxiniosilane C(C)[SiH2]C=1OO[O+]=CC1